1-(1-phenyl-1H-indol-3-yl)-1,2-dihydronaphthalene C1(=CC=CC=C1)N1C=C(C2=CC=CC=C12)C1CC=CC2=CC=CC=C12